1,2-bis(4-methylphenoxy)-ethane CC1=CC=C(OCCOC2=CC=C(C=C2)C)C=C1